NCCOC1CN(C1)C1=C2C(N(C(C2=CC=C1)=O)C1C(NC(CC1)=O)=O)=O [3-(2-Aminoethoxy)azetidin-1-yl]-2-(2,6-dioxopiperidin-3-yl)isoindole-1,3-dione